trimethyl-4H-1,3-dioxin-4-one CC1=C(C(OC(O1)C)=O)C